1,4-bis(2-propenoxy)benzene C(C=C)OC1=CC=C(C=C1)OCC=C